2-(4-fluoro-2-methoxyphenyl)-1-(6-fluoro-5-(methyl)-1H-indole-3-yl)-2-((3-(2-hydroxyethoxy)-5-methoxyphenyl)amino)ethanone FC1=CC(=C(C=C1)C(C(=O)C1=CNC2=CC(=C(C=C12)C)F)NC1=CC(=CC(=C1)OC)OCCO)OC